O1CCN(CC1)C1=C2N=C3CNC(N3C2=NC(=C1)N1N=C(C=C1)C=1C=C(C=CC1)C)=O 9-morpholino-11-[3-(m-tolyl)-1-pyrazolyl]-2,4,7,12-tetraazatricyclo[6.4.0.02,6]dodeca-1(12),6,8,10-tetraen-3-one